(S)-piperidin-3-amine N1C[C@H](CCC1)N